7-bromo-4,6-dichloro-8-fluoroquinoline-3-carbonitrile BrC1=C(C=C2C(=C(C=NC2=C1F)C#N)Cl)Cl